ClC1=C(C(=CC=C1)Cl)COC=1C=NC(=NC1)N1N=NC(=C1)C1=NC=CC=C1 5-[(2,6-dichlorophenyl)methoxy]-2-[4-(pyridin-2-yl)-1,2,3-triazol-1-yl]pyrimidine